C1(C=CC(N1C1(C(C)C=CC=C1)N1C(C=CC1=O)=O)=O)=O 2,2-bismaleimidyltoluene